3-(5-(4,4-difluoropiperidine-1-carbonyl)-1H-pyrrolo[2,3-b]pyridin-1-yl)benzonitrile FC1(CCN(CC1)C(=O)C=1C=C2C(=NC1)N(C=C2)C=2C=C(C#N)C=CC2)F